(1S,4S,7R)-6,6-Difluoro-2-(4-methoxybenzyl)-7-(methoxymethoxy)-2-azabicyclo[2.2.1]-heptan-3-one FC1(C[C@@H]2C(N([C@H]1[C@@H]2OCOC)CC2=CC=C(C=C2)OC)=O)F